Fluoro-6-[(3-methoxybenzyl)amino]-9-(tetrahydro-2H-pyran-2-yl)-9H-purine FC1=NC(=C2N=CN(C2=N1)C1OCCCC1)NCC1=CC(=CC=C1)OC